C(C)O[Si](OCC)(OCC)CCCOC1=C(C=C(C=C1)C=CC(CC(C=CC1=CC(=C(C=C1)OCCC[Si](OCC)(OCC)OCC)OC)=O)=O)OC 1,7-bis(4-triethoxysilylpropoxy-3-methoxyphenyl)-1,6-heptadiene-3,5-dione